NC1=C2C(=NC=N1)N(N=C2C2=NOC(=C2C2=NC=C(C=N2)C2CCN(CC2)C(=O)NCC(=O)O)C2CC2)C(C)C 2-[[4-[2-[3-(4-amino-1-isopropyl-pyrazolo[3,4-d]pyrimidin-3-yl)-5-cyclopropyl-isoxazol-4-yl]pyrimidin-5-yl]piperidine-1-carbonyl]amino]acetic acid